C[C@H](CCCC(C)C)[C@H]1CC[C@@H]2[C@@]1(CCC3=C2CC[C@@H]4[C@@]3(CC[C@@H]([C@H]4C(=O)[O-])O)C)C The molecule is a steroid acid anion that is the conjugate base of 3beta-hydroxy-5alpha-cholest-8-ene-4alpha-carboxylic acid, obtained by deprotonation of the carboxy group; major species at pH 7.3. It has a role as a human metabolite. It is a conjugate base of a 3beta-hydroxy-5alpha-cholest-8-ene-4alpha-carboxylic acid. It is a tautomer of a 4alpha-carboxy-5alpha-cholest-7-en-3beta-ol(1-).